N1OC(CCO1)N1C(C2=CC(=CC=C2C1=O)F)=O 2-(2,6-dioxapiperidin-3-yl)-6-fluoroisoindoline-1,3-dione